FC1=CC=C(C=C1)[Si](O)(C)C (4-fluorophenyl)dimethylsilanol